tert-butyl ((5-bromo-3-fluoro-2-methoxyphenyl)(methyl)(oxo)-λ6-sulfaneylidene)carbamate BrC=1C=C(C(=C(C1)S(=O)(C)=NC(OC(C)(C)C)=O)OC)F